CC1=C(C=CC(=C1)C)S(=O)(=O)C1=NNN2C1=NC(C1=CC=C(C=C21)N2CCOC1(C2)CCN(CC1)C)=O 3-(2,4-dimethylbenzenesulfonyl)-8-{9-methyl-1-oxa-4,9-diazaspiro[5.5]undecan-4-yl}-1H,5H-[1,2,3]triazolo[1,5-a]quinazolin-5-one